6-(4-(1H-imidazol-4-yl)phenoxy)-4-methylpyridin-3-amine N1C=NC(=C1)C1=CC=C(OC2=CC(=C(C=N2)N)C)C=C1